(E)-4-(((ethyl-(methyl)amino)methylene)amino)-2,5-dimethylbenzene hydrochloride Cl.C(C)N(C)\C=N\C1=CC(=CC=C1C)C